COC1=C(C(=O)C2=CC=CC=C2)C(=CC(=C1)OC)OC 2,4,6-trimethoxybenzophenone